NC=1N=C(SC1C(C1=CC=CC=C1)=O)N(C1=C(C=C(C=C1)OC)C)[C@@H](C(=O)N)C |r| Rac-2-(N-(4-amino-5-benzoyl-thiazol-2-yl)-4-methoxy-2-methyl-anilino)propanamide